carboxy-endo-butanoic anhydride C(=O)(O)C(C(=O)OC(C(CC)C(=O)O)=O)CC